C(CCCCN)N.C(CCCCC(=O)O)(=O)O adipic acid pentylenediamine salt